ClC=1C=C(C(=C(C1)O)C1=NC=2N(C=C1)N=C(N2)N2CC[C@@H]1[C@H]2CN(CC1)C)C 5-Chloro-3-methyl-2-(2-((3ar,7as)-6-methyl-octahydro-1H-pyrrolo[2,3-c]pyridin-1-yl)-[1,2,4]triazolo[1,5-a]pyrimidin-5-yl)phenol